3,3'-dimethyl-Benzophenone CC=1C=C(C(=O)C2=CC(=CC=C2)C)C=CC1